ClC1=CC2=C(N(C(N=C2N2[C@H](CN(CC2)C(C=C)=O)C)=O)C2=C(C=CC=C2)S(=O)(=O)C)N=C1C1=C(C=CC=C1O)F 6-Chloro-7-(2-fluoro-6-hydroxyphenyl)-4-((2S)-2-methyl-4-(2-propenoyl)-1-piperazinyl)-1-(2-(methylsulfonyl)phenyl)pyrido[2,3-d]pyrimidin-2(1H)-one